Methyl 1-[3-(2-amino-5-fluorophenyl)-3-hydroxy-1-methoxy-1-oxobutan-2-yl]cyclopropane-1-carboxylate NC1=C(C=C(C=C1)F)C(C(C(=O)OC)C1(CC1)C(=O)OC)(C)O